Br.OC=1C=CC=C2CC[C@H](CC12)N(CCC)CCC |r| (±)-8-Hydroxy-2-dipropylaminotetralin hydrobromide